7-ethylnonan-1-ol C(C)C(CCCCCCO)CC